4-hydroxy-2,5-dimethylfuran-3-one OC=1C(C(OC1C)C)=O